Diethyl (4-(8-(2-iodophenethyl)-2,6-dioxo-1-(prop-2-yn-1-yl)-1,2,6,7-tetrahydro-3H-purin-3-yl)butyl)phosphonate IC1=C(CCC2=NC=3N(C(N(C(C3N2)=O)CC#C)=O)CCCCP(OCC)(OCC)=O)C=CC=C1